3-bromo-7-(5-chloropyrimidin-2-yl)oxy-1-(4,4,4-trifluorobutyl)indazole BrC1=NN(C2=C(C=CC=C12)OC1=NC=C(C=N1)Cl)CCCC(F)(F)F